C(C)OC1=C(C=C(\C=C\2/COC\C(\C2=O)=C/C2=CC(=C(C=C2)OCC)OC)C=C1)OC 3,5-bis((E)-4-ethoxy-3-methoxybenzylidene)tetrahydro-4H-pyran-4-one